((7-chloro-6-oxo-5,6-dihydro-1,5-naphthyridin-3-yl)methyl)-N-methyl-1',2',3',6'-tetrahydro-[3,4'-bipyridine]-2',2',6',6'-d4-6-carboxamide ClC=1C(NC=2C=C(C=NC2C1)CC1=NC(=CC=C1C=1CC(NC(C1)([2H])[2H])([2H])[2H])C(=O)NC)=O